1,1'-Biphenyl-4-ol C1(=CC=C(C=C1)O)C1=CC=CC=C1